2-(5-((2-fluorobenzyl)oxy)-2-methylpyrazolo[1,5-a]pyridine-3-carboxamido)-3-hydroxy-2-methylpropanoic acid FC1=C(COC2=CC=3N(C=C2)N=C(C3C(=O)NC(C(=O)O)(CO)C)C)C=CC=C1